(1R,3S,5R)-N-(6-bromo-5-fluoro-3-methylpyridin-2-yl)-2-azabicyclo[3.1.0]hexane-3-carboxamide BrC1=C(C=C(C(=N1)NC(=O)[C@H]1N[C@@H]2C[C@@H]2C1)C)F